C(C)(=O)OCCC1=C2C=CN(C2=CC=C1Cl)S(=O)(=O)C1=CC=CC=C1 2-[1-(benzenesulfonyl)-5-chloro-indol-4-yl]Ethyl acetate